6-methyl-4-(((trifluoromethyl)sulfonyl)oxy)-3,6-dihydropyridine CC1C=C(CC=N1)OS(=O)(=O)C(F)(F)F